p-nitrobenzyl-methylbenzyl bromide [N+](=O)([O-])C1=CC=C(C(C)(CC2=CC=CC=C2)Br)C=C1